1-(5-(2-methoxypyridin-4-yl)-1H-pyrazole-3-carbonyl)-N-((1s,4s)-4-methylcyclohexyl)piperidine-4-carboxamide COC1=NC=CC(=C1)C1=CC(=NN1)C(=O)N1CCC(CC1)C(=O)NC1CCC(CC1)C